C(=O)=C(C(=O)N)C1=CC=CC=C1 carbonyl-phenylacetamide